FC1=C(C=CC(=C1F)B1OC(C(O1)(C)C)(C)C)C=1C(=NN(C1)COCC[Si](C)(C)C)C1=CC(=CC=C1)F 2-[[4-[2,3-difluoro-4-(4,4,5,5-tetramethyl-1,3,2-dioxaborolan-2-yl)phenyl]-3-(3-fluorophenyl)pyrazol-1-yl]methoxy]ethyl-trimethyl-silane